5-acetamidonaphthalene C(C)(=O)NC1=C2C=CC=CC2=CC=C1